C1(CCCCC1)NC=1C2=C(N=C(N1)NC1=C(C=C(C=C1)C=1C=NN(C1)C1CCOCC1)OC)NC=C2C#N 4-(cyclohexylamino)-2-((2-methoxy-4-(1-(tetrahydro-2H-pyran-4-yl)-1H-pyrazol-4-yl)phenyl)amino)-7H-pyrrolo[2,3-d]pyrimidine-5-carbonitrile